C(#N)C1(CC1)NS(=O)(=O)C1=CC2=C(N(C(N2C=2SC(=NN2)C(F)F)=O)CC=2N(N=C(C2)C)C)C=C1 N-(1-cyanocyclopropyl)-3-[5-(difluoromethyl)-1,3,4-thiadiazol-2-yl]-1-[(2,5-dimethylpyrazol-3-yl)methyl]-2-oxobenzimidazole-5-sulfonamide